6-tert-butyl-10-methoxy-9-{2-[(2-methoxyethyl)carbamoyl]thiazol-5-yl}-2-oxo-6,7-dihydro-2H-pyrido[2,1-a]isoquinoline-3-carboxylic acid ethyl ester C(C)OC(=O)C=1C(C=C2N(C(CC3=CC(=C(C=C23)OC)C2=CN=C(S2)C(NCCOC)=O)C(C)(C)C)C1)=O